{[12-chloro-9-(2-fluorophenyl)-2,5,8-triazatricyclo[8.4.0.02,6]tetradeca-1(10),3,5,8,11,13-hexaen-4-yl]methyl}trimethylazanium chloride [Cl-].ClC1=CC=2C(=NCC3=NC(=CN3C2C=C1)C[N+](C)(C)C)C1=C(C=CC=C1)F